2-(5-chloro-2H-benzo[d][1,2,3]triazol-2-yl)-5-(ethylamino)-4-methylphenol ClC1=CC=2C(=NN(N2)C2=C(C=C(C(=C2)C)NCC)O)C=C1